CC1=C(C(=CC=C1)C)NS(=O)(=O)C=1C=C(C=NC1OC)NC(=O)C1=CSC=2N3CCC(C21)CC3 N-(5-(N-(2,6-dimethylphenyl)sulfamoyl)-6-methoxypyridin-3-yl)-5,6-dihydro-4H-4,7-ethanothieno[2,3-b]pyridine-3-carboxamide